2-(5-bromo-6-methoxypyridin-2-yl)-1-oxo-2,8-diazaspiro[4.5]Decane-8-carboxylic acid BrC=1C=CC(=NC1OC)N1C(C2(CC1)CCN(CC2)C(=O)O)=O